FC(C(CC(O)C1=CC2=CC=CC=C2C=C1)O)(F)F 4,4,4-trifluoro-1-(2-naphthyl)-1,3-butanediol